Cl.C1(CC1)C1=NN(C(=C1)C(F)(F)F)CC(=O)N1[C@H]([C@H](CC1)N1CCNCC1)C1=C(C(=CC(=C1)F)C)Cl 2-[3-cyclopropyl-5-(trifluoromethyl)pyrazol-1-yl]-1-[(2S,3S)-2-(2-chloro-5-fluoro-3-methyl-phenyl)-3-piperazin-1-yl-pyrrolidin-1-yl]ethanone hydrochloride